C(CCCCCCCCCCCCCCCC)C1=C(C(O)=CC=C1)O Heptadecyl-catechol